ClC=1C=CC(=C(C1)C1CC2C(N(OC2(C)C)C(C)C)C(C1)C)C 5-(5-chloro-2-methylphenyl)-1-isopropyl-3,3,7-trimethyloctahydrobenzo[c]isoxazole